N1(CCCCC1)C1CC2=C(N(N=C2CC1)C1=NC=CC=C1)O 5-piperidin-1-yl-2-(pyridin-2-yl)-4,5,6,7-tetrahydro-2H-indazol-3-ol